3,5-difluoro-4-[2-methyl-6-[3-(pentafluoroethyl)phenyl]imidazo[1,2-a]pyrazin-3-yl]phenol FC=1C=C(C=C(C1C1=C(N=C2N1C=C(N=C2)C2=CC(=CC=C2)C(C(F)(F)F)(F)F)C)F)O